BrCC(=O)N(CCO[Si](C)(C)C(C)(C)C)CCC(=O)OCC1=CC=CC=C1 benzyl 3-(2-bromo-N-(2-((tertbutyldimethylsilyl)oxy)ethyl)acetamido)propanoate